C1(=CC=CC=C1)C1N(CCC(C1)=CC(F)(F)F)C(=O)OC(C)(C)C tert-butyl 2-phenyl-4-(2,2,2-trifluoroethylidene)piperidine-1-carboxylate